CC1=CC=C(C=C1)P p-methyl-phenyl-phosphine